C([C@@H]1[C@H]([C@@H]([C@H]([C@@H](O1)O[C@H]2[C@@H]([C@H]([C@@H]([C@H](O2)CO)O)O)O)O)O)O)O β,β-Trehalose